FC1=C(OC2=NC=C(C=C2C(=O)NC2=CC(=CC=C2)S(=O)(=O)C)C(F)(F)F)C=C(C=C1)F 2-(2,5-difluorophenoxy)-N-(3-methylsulfonylphenyl)-5-(trifluoromethyl)pyridine-3-carboxamide